1-ethyl-6,7,8,9-tetrahydro-1H-cyclopenta[a]naphthalene C(C)C1C=CC=2C1=C1CCCCC1=CC2